2-(4-methyl-1,2,5-oxadiazol-3-yl)-1-(4-(3-(tetrahydro-2H-pyran-4-yl)-1,2,4-oxadiazol-5-yl)piperidin-1-yl)ethan-1-one CC=1C(=NON1)CC(=O)N1CCC(CC1)C1=NC(=NO1)C1CCOCC1